1-(2-benzyloxy-4-bromo-5-fluoro-phenyl)cyclopropanecarbonitrile C(C1=CC=CC=C1)OC1=C(C=C(C(=C1)Br)F)C1(CC1)C#N